N-allyl-3-(3,7-dimethylocta-2,6-dien-1-yl)-2,4-dihydroxy-N-methyl-6-pentylbenzamide C(C=C)N(C(C1=C(C(=C(C=C1CCCCC)O)CC=C(CCC=C(C)C)C)O)=O)C